methyl 6-methyl-5-oxo-4,5-dihydropyrrolo[1,2-a]thieno[3,2-e]pyrazine-2-carboxylate CC=1C=CN2C1C(NC1=C2SC(=C1)C(=O)OC)=O